C(=O)(OC(C)(C)C)N1CC=C(CC1)B1OC(C)(C)C(C)(C)O1 N-Boc-1,2,5,6-tetrahydroPyridine-4-boronic acid pinacol ester